C(C)(C)(C)NS(=O)(=O)C=1C=C(C=CC1)NC(C1=C(C=C(C=C1)S(=O)(=O)C1(COC1)C)N1CC[Si](CC1)(C)C)=O N-(3-(N-(tert-butyl)sulfamoyl)phenyl)-2-(4,4-dimethyl-1,4-azasilinan-1-yl)-4-((3-methyloxetan-3-yl)sulfonyl)benzamide